trithiophosphonate P([S-])([S-])=S